C(C)OC1=C(C=C2C(=C(C(=NC2=C1)C1=CC(=CC=C1)C(F)(F)F)CN1CCC(CC1)N1CCOCC1)C(=O)NC1(CC1)C1=CC=CC=C1)S(=O)(=O)C 7-(ethoxy)-6-(methylsulfonyl)-3-{[4-(4-morpholinyl)-1-piperidinyl]methyl}-N-(1-phenylcyclopropyl)-2-[3-(trifluoromethyl)phenyl]-4-quinolinecarboxamide